N1N(C=CC=CC1)C(=O)OC(C)(C)C tert-butyl diazepine-2(7H)-carboxylate